diethyl (1H-benzo[d]imidazol-2-yl)phosphoramidate N1C(=NC2=C1C=CC=C2)NP(OCC)(OCC)=O